OCC(C=O)(C)CO 2,2-dihydroxymethylpropionaldehyde